FC=1C(=CC(=NC1)C(=O)NC=1C=NC(=C(C1)C=1C=NC2=CC(=NC=C2C1)NC)C)C(F)(F)F 5-fluoro-N-(6-methyl-5-(7-(methylamino)-1,6-naphthyridin-3-yl)pyridin-3-yl)-4-(trifluoromethyl)pyridineamide